(1R,3S)-3-aminocyclopentan-1-ol N[C@@H]1C[C@@H](CC1)O